tert-Butyl N-[4-carbamoyl-5-[4-[2-[[3-(3,3-dimethylcyclobutyl)-4-fluoro-isoxazol-5-yl]amino]-2-oxoethyl]phenyl]-2-isopropyl-pyrazol-3-yl]carbamate C(N)(=O)C1=C(N(N=C1C1=CC=C(C=C1)CC(=O)NC1=C(C(=NO1)C1CC(C1)(C)C)F)C(C)C)NC(OC(C)(C)C)=O